N-(2-(5-(((3R,4S,SR)-3,4-dihydroxy-5-methoxy-6,6-dimethyltetrahydro-2H-pyran-2-yl)oxy)-3'-methoxy-[1,1'-biphenyl]-2-yl)ethyl)acetamide O[C@H]1[C@H](OC(C([C@H]1O)OC)(C)C)OC=1C=CC(=C(C1)C1=CC(=CC=C1)OC)CCNC(C)=O |&1:2|